BrC1=CC=C(C=C1)C1=NOC(C1(C)C)CC1=NC2=CC=CC=C2C(=C1)C 3-(4-bromophenyl)-4,4-dimethyl-5-((4-methylquinolin-2-yl)methyl)-4,5-dihydroisoxazole